N-(4-(5-amino-3-(3-methoxy-4-((4-methylpyrimidin-2-yl)oxy)phenyl)imidazo[1,2-a]pyrimidin-2-yl)phenyl)acrylamide NC1=CC=NC=2N1C(=C(N2)C2=CC=C(C=C2)NC(C=C)=O)C2=CC(=C(C=C2)OC2=NC=CC(=N2)C)OC